7-bromo-3-(2-fluoroethyl)-4-methoxy-2H-[1,2,3]Triazolo[4,5-c]Pyridine BrC=1C2=C(C(=NC1)OC)N(NN2)CCF